(2-naphthylsulfonyloxyimino)benzyl cyanide C1=C(C=CC2=CC=CC=C12)S(=O)(=O)ON=C(C1=CC=CC=C1)C#N